2-(2-Isopropylphenyl)-N-(2-methoxy-4-(5-methyl-3-(trifluoromethyl)-1H-pyrazol-1-yl)benzyl)furo[3,2-d]pyrimidin-4-amine C(C)(C)C1=C(C=CC=C1)C=1N=C(C2=C(N1)C=CO2)NCC2=C(C=C(C=C2)N2N=C(C=C2C)C(F)(F)F)OC